FC(OC1=CC=C(C=C1)NC(C1=CC=CC=C1)=O)(F)F N-(4-(trifluoromethoxy)phenyl)benzamide